OCC1(COCC1)CC#N (3-(hydroxymethyl)tetrahydrofuran-3-yl)acetonitrile